C(CCCCCCCC)OC1=C(C=CC=C1)O nonyloxyphenol